N-(2-(5-(dimethylamino)naphthalene-1-sulfonylamino)ethyl)benzamide CN(C1=C2C=CC=C(C2=CC=C1)S(=O)(=O)NCCNC(C1=CC=CC=C1)=O)C